((5-bromobenzo[d]thiazol-2-yl)amino)-N-(4-(2-(hydroxyamino)-2-oxoethyl)benzyl)acetamide BrC=1C=CC2=C(N=C(S2)NCC(=O)NCC2=CC=C(C=C2)CC(=O)NO)C1